dimethylaminoethyl-Acrylate CN(C)CCOC(C=C)=O